2-ethyldiazene C(C)N=N